ClC=1C=C(C=C(C1OC=1C=CC2=C(N(C(=N2)OC)C(C)C)C1)Cl)N1C(=NOC1=O)C(=O)N (3,5-dichloro-4-((1-isopropyl-2-methoxy-1H-benzo[d]imidazol-6-yl)oxy)phenyl)-5-oxo-4,5-dihydro-1,2,4-oxadiazole-3-carboxamide